O[C@H]1[C@@H](CN(C1)C1=NC(=CC(=C1)C1=C(C=CC(=C1)NC(=O)N1C[C@@H](CC1)CC(F)(F)F)C)N1CCOCC1)NC(OCC1=CC=CC=C1)=O trans-benzyl (4-hydroxy-1-(4-(2-methyl-5-((S)-3-(2,2,2-trifluoroethyl)pyrrolidine-1-carboxamido)phenyl)-6-morpholinopyridin-2-yl)pyrrolidin-3-yl)carbamate